FC(S(=O)(=O)NC1=C(C=CC=C1)C1=CC=C2[C@@H]([C@H](COC2=C1)CC1=CN=C(S1)C1=CC=CC=C1)O)(F)F 1,1,1-Trifluoro-N-(2-((3S,4R)-4-hydroxy-3-((2-phenylthiazol-5-yl)methyl)chroman-7-yl)phenyl)methansulfonamid